BrC1=C(NC2=CC=C(C=C2)F)C=CC(=C1)OC 2-bromo-N-(4-fluorophenyl)-4-methoxy-aniline